C1(CC1)C([C@H](CC(=O)OC(C)(C)C)C)NC(CN1C(C(C2=C(C(=CC=C12)C1CC1)F)(C)C)=O)=O tert-butyl (3S)-4-cyclopropyl-4-(2-(5-cyclopropyl-4-fluoro-3,3-dimethyl-2-oxoindolin-1-yl)acetamido)-3-methylbutanoate